N1(C=NC=C1)CC=1C=C2CCN(CC2=C(C1)Br)C(=O)OC(C)(C)C tert-butyl 6-((1H-imidazol-1-yl)methyl)-8-bromo-3,4-dihydroisoquinoline-2(1H)-carboxylate